ClC=1C=C(C=CC1)C(N1C[C@@H](N(C[C@H]1C)C1=CC(N(C=2C=CC(=NC12)C#N)C)=O)C)C1=NC=C(C=C1)CC 8-((2s,5r)-4-((3-chlorophenyl)(5-ethylpyridin-2-yl)methyl)-2,5-dimethylpiperazin-1-yl)-5-methyl-6-oxo-5,6-dihydro-1,5-naphthyridine-2-carbonitrile